C[C@@H]1[C@@H](C(=O)N[C@H](C(=O)N[C@H]2CC[C@H](N(C2=O)[C@H](C(=O)N([C@H](C(=O)N[C@H](C(=O)O1)C(C)C)CC3=CC(=C(C=C3)O)Br)C)[C@H](C)O)O)CC4=CC=C(C=C4)C)NC(=O)[C@H](C(C)C)NC(=O)[C@H](C)NC(=O)[C@H](CCCC5=CC=C(C=C5)O)NC(=O)[C@@H](CO)O The molecule is a 19-membered cyclodepsipeptide isolated from the marine cyanobacterium Oscillatoria sp. It exhibits significant inhibitory activity against the enzyme chymotrypsin (EC 3.4.21.1). It has a role as a metabolite and an EC 3.4.21.1 (chymotrypsin) inhibitor. It is a macrocycle, an organobromine compound and a cyclodepsipeptide. It derives from a D-glyceric acid.